2-((1r,5S,6S)-3-(7,7-difluoro-2-((S)-2-methylazetidin-1-yl)-6,7-dihydro-5H-cyclopenta[d]pyrimidin-4-yl)-3-azabicyclo[3.1.0]hexane-6-yl)acetic acid FC1(CCC2=C1N=C(N=C2N2C[C@@H]1C([C@@H]1C2)CC(=O)O)N2[C@H](CC2)C)F